1-(4-(thiadiazolyl)-1-piperazinyl)-3-phenylbut-3-ene S1N=NC(=C1)N1CCN(CC1)CCC(=C)C1=CC=CC=C1